FC=1C=C(C#N)C=C(C1)[C@H]1N(OCC1)C(=O)[C@@H]1CC[C@H](CC1)CN1C=CC2=NC(=CC=C21)OC trans-3-fluoro-5-[(3S)-2-[4-[(5-methoxypyrrolo[3,2-b]pyridin-1-yl)methyl]cyclohexanecarbonyl]isoxazolidin-3-yl]benzonitrile